CC(CCNC1=C(C=C(C=C1)[N+](=O)[O-])S(=O)(=O)N(C)C)(C)C (3,3-dimethylbutylamino)-N,N-dimethyl-5-nitrobenzenesulfonamide